C(C)(=O)N1C[C@@H](CC1)NC1=NC=C(C(=N1)NC1CCC(CC1)COC)C(=O)N 2-((R)-1-acetylpyrrolidin-3-ylamino)-4-((1s,4S)-4-(methoxymethyl)cyclohexylamino)pyrimidine-5-carboxamide